[3H]-naphthopyran C1=CCOC2=C1C1=CC=CC=C1C=C2